CC1=C(C(=CC(=C1)C)C)S(=O)(=O)N(CC=1OC(=CC1)C(F)(F)F)CC1=CC=C(C=C1)C1=CC(=CC=C1)S(=O)(=O)C 2,4,6-trimethyl-N-[[4-(3-methylsulfonylphenyl)phenyl]methyl]-N-[[5-(trifluoromethyl)furan-2-yl]methyl]benzenesulfonamide